C(C)(C)(C)O[C@H](C(=O)OCC)C1=C(C2=C(N=C(S2)C=2C=C3C(=NN(C3=CC2)C)N2CC(C2)N(C)C(=O)OC(C)(C)C)C=C1C)C1=CC=C(C=C1)Cl ethyl (S)-2-(tert-butoxy)-2-(2-(3-(3-((tert-butoxycarbonyl)(methyl)amino)azetidin-1-yl)-1-methyl-1H-indazol-5-yl)-7-(4-chlorophenyl)-5-methylbenzo[d]thiazol-6-yl)acetate